3-amino-5-fluoro-N-(pyridin-3-ylmethyl)benzamide NC=1C=C(C(=O)NCC=2C=NC=CC2)C=C(C1)F